6-(4-iodophenyl)-2,4-dimethyl-1H-pyrrolo[3,4-c]pyridine-1,3(2H)-dione IC1=CC=C(C=C1)C1=CC2=C(C(=N1)C)C(N(C2=O)C)=O